trisodium citrate tert-butyl-4-(2-(4-(7,7-difluoro-2-(methylthio)-6,7-dihydro-5H-cyclopenta[d]pyrimidin-4-yl)phenoxy)acetyl)piperazin-1-carboxylate C(C)(C)(C)OC(=O)N1CCN(CC1)C(COC1=CC=C(C=C1)C=1C2=C(N=C(N1)SC)C(CC2)(F)F)=O.C(CC(O)(C(=O)[O-])CC(=O)[O-])(=O)[O-].[Na+].[Na+].[Na+]